C(C)(=O)N1CCC(CC1)C1=NN(C=2C(=CC=C(C12)C1=C(C=C2C=NN(C2=C1)C)F)NC(=O)OCC1=CC=CC=C1)CC(=O)O [3-(1-acetylpiperidin-4-yl)-7-{[(benzyloxy)carbonyl]amino}-5'-fluoro-1'-methyl-[4,6'-biindazol]-1-yl]acetic acid